6-Chloro-1-isobutyl-3-(3-methoxyazetidin-1-yl)pyrazolo[4,3-c]pyridine ClC1=CC2=C(C=N1)C(=NN2CC(C)C)N2CC(C2)OC